C1(=CC=CS1)C(=O)CC(C)=O 2-Thenoylaceton